(Z)-5-(2-Ethoxy-6-fluorophenyl)-3-(1-((6-morpholinopyridin-3-yl)amino)ethylidene)-1H-pyrrolo[2,3-c]pyridin-2(3H)-one C(C)OC1=C(C(=CC=C1)F)C=1C=C/2C(=CN1)NC(\C2=C(\C)/NC=2C=NC(=CC2)N2CCOCC2)=O